NC1=C(C=C(C=C1)OC)C(C)=O 1-(2-amino-5-methoxy-phenyl)ethanone